CN(C=1C=C(CN(C2=CC(=CC=C2)COCCN2CCOCC2)CC2=CC(=CC=C2)OC)C=CC1)C N-(3-(dimethylamino)benzyl)-N-(3-methoxybenzyl)-3-((2-morpholinoethoxy)methyl)aniline